3-aminopropyl-(Boc)-valine amide NCCCN([C@@H](C(C)C)C(=O)N)C(=O)OC(C)(C)C